C(C)(C)C1=C2C=C(N=CC2=C(C=C1)N1[C@H]([C@@H](C1)C=1OC=NN1)C)NC1=NC(=NC=C1)N1C[C@@H]([C@H](CC1)OC)O (3S,4S)-1-(4-((5-isopropyl-8-((2S,3R)-2-methyl-3-(1,3,4-oxadiazol-2-yl)azetidin-1-yl)isoquinolin-3-yl)amino)pyrimidin-2-yl)-4-methoxypiperidin-3-ol